COC1=CC=C(C=C1)CC(=O)N1CC2=CC=CC(=C2CC1)C(CC(=O)O)C1=CC2=C(N(N=N2)C)C(=C1)OC 3-[2-(4-Methoxyphenylacetyl)-1,2,3,4-tetrahydroisoquinolin-5-yl]-3-(7-methoxy-1-methyl-1H-benzo[d][1,2,3]triazol-5-yl)propionic acid